di(tetramethyl-heptanedione) lead [Pb].CC(C(C(C(C)(C)C)=O)=O)CCC.CC(C(C(C(C)(C)C)=O)=O)CCC